ClC1=C(OC(C(=O)OCCCC(=O)O)C)C=C(C(=C1)F)N1C(N(C(N(C1=O)C)=S)C)=O 4-((2-(2-chloro-5-(3,5-dimethyl-2,6-dioxo-4-thioxo-1,3,5-triazin-1-yl)-4-fluorophenoxy)propionyl)oxy)butyric acid